m-benzenedisulfonate C1(=CC(=CC=C1)S(=O)(=O)[O-])S(=O)(=O)[O-]